ClC1=CC(=CC=2CN(CCOC21)CC=2C=NC(=NC2)NC(C)=O)N2C=CC1=CC(=CC=C21)F N-(5-{[9-chloro-7-(5-fluoroindol-1-yl)-3,5-dihydro-2H-1,4-benzoxazepin-4-yl]methyl}pyrimidin-2-yl)acetamide